2-[3-[[(8-chloro-7,9-dimethyl-pyrido[3',2':4,5]furo[3,2-d]pyrimidin-4-yl)amino]methyl]phenyl]propan-2-ol ClC1=C(C2=C(OC3=C2N=CN=C3NCC=3C=C(C=CC3)C(C)(C)O)N=C1C)C